Cl.C1(CC1)N1C2C3=CC=CC=C3C1CCC2 12-cyclopropyl-12-azatricyclo[6.3.1.02,7]Dodeca-2,4,6-triene hydrochloride